C(C#CC)N1SC2=C(C1)C=CC(=C2C)F 2-(but-2-yn-1-yl)-6-fluoro-7-methylbenzo[d]isothiazol